ClC1=C(C=NN(C1=O)C1CCN(CC1)S(=O)(=O)NC1=CC=C(C=C1)C(C)(C)O)NC[C@@H]1COCCC1 (R)-4-(5-chloro-6-oxo-4-(((tetrahydro-2H-pyran-3-yl)methyl)amino)pyridazin-1(6H)-yl)-N-(4-(2-hydroxypropan-2-yl)phenyl)piperidine-1-sulfonamide